oleoyl-cytidine [2-(3-amino-5-fluorophenoxy)-6-bromophenyl]ethyl-difluoroacetate NC=1C=C(OC2=C(C(=CC=C2)Br)CCC(C(=O)OC[C@@H]2[C@H]([C@H]([C@@](O2)(N2C(=O)N=C(N)C=C2)C(CCCCCCC\C=C/CCCCCCCC)=O)O)O)(F)F)C=C(C1)F